CC1=C(C=CC(=C1)C)S(=O)C1=C(C=CC=C1)N1CCN(CC1)C=O 4-(2-((2,4-dimethylphenyl)sulfinyl)phenyl)piperazine-1-carbaldehyde